Tris(hydroxyphenyl)-ethan OC1=C(C=CC=C1)C(C)(C1=C(C=CC=C1)O)C1=C(C=CC=C1)O